IC=1C=CC=C2C=CC=CC12 8-iodonaphthalen